C(N)(OC1=C(C2=C(S1)C=CC=C2C2=C(C=C1C(=NC(=NC1=C2F)SC)OC(C)(C)C)C(F)(F)F)C(C)(C)C)=O (tert-butyl 4-(4-(tert-butoxy)-8-fluoro-2-(methylthio)-6-(trifluoromethyl) quinazolin-7-yl) benzo[b]thiophen-2-yl) carbamate